Ethyl 2-(((2-isopropylphenyl)-carbamoyl)oxy)acetate C(C)(C)C1=C(C=CC=C1)NC(=O)OCC(=O)OCC